ClC=1C(=NC(=NC1)NC1=C(C=C(C=C1)N1CCC(CC1)N1CCN(CC1)C)OC)NC1=C(C=CC=C1)S(=O)(=O)C(C)C 5-chloro-2-N-[2-methoxy-4-[4-(4-methylpiperazin-1-yl)piperidin-1-yl]phenyl]-4-N-(2-prop-2-ylsulfonylphenyl)pyrimidine-2,4-diamine